5-chloro-1-methyl-pyrazolo[3,4-c]pyridine ClC=1C=C2C(=CN1)N(N=C2)C